(S)-2-((R)-1-(methylsulfonyl)piperidine-3-carboxamido)-9-(5,6,7,8-tetrahydro-1,8-naphthyridin-2-yl)nonanoic acid CS(=O)(=O)N1C[C@@H](CCC1)C(=O)N[C@H](C(=O)O)CCCCCCCC1=NC=2NCCCC2C=C1